COC=1C=C(C=CC1)C=1C=C(OC1)C(=O)NC1=NC(=NS1)CN1CCOCC1 4-(3-Methoxyphenyl)-N-(3-(morpholinomethyl)-1,2,4-thiadiazol-5-yl)furan-2-carboxamide